CC(C(=O)OC)O methyl methylglycolate